2-chloro-5-{[(3,3-dimethylbutyryl)amino]methyl}-N-{1-[3-(trifluoromethoxy)phenyl]-1H-indazol-4-yl}benzamide ClC1=C(C(=O)NC2=C3C=NN(C3=CC=C2)C2=CC(=CC=C2)OC(F)(F)F)C=C(C=C1)CNC(CC(C)(C)C)=O